6-(3-(4-(1,4-dioxaspiro[4.5]decan-8-yl)phenyl)-4-isopropyl-1-((2-(trimethylsilyl)ethoxy)methyl)-1H-pyrazol-5-yl)-8-methyl-[1,2,4]triazolo[1,5-a]pyridine O1CCOC12CCC(CC2)C2=CC=C(C=C2)C2=NN(C(=C2C(C)C)C=2C=C(C=1N(C2)N=CN1)C)COCC[Si](C)(C)C